FC(C(F)(F)F)(O[Si](OC(C(F)(F)F)(F)F)(OC(C(F)(F)F)(F)F)C(C(C(C(C(C(C(C(F)(F)F)(F)F)(F)F)(F)F)(F)F)(F)F)(F)F)(F)F)F perfluorooctyl-triethyl-oxysilane